2,4-dichloro-5-methoxylpyrimidine ClC1=NC=C(C(=N1)Cl)OC